COC1=CC=C(CN(S(=O)(=O)[C@@H](CC(=O)O)[C@H](CC=C)C)CC2=CC=C(C=C2)OC)C=C1 (3S,4S)-3-(N,N-BIS(4-METHOXYBENZYL)SULFAMOYL)-4-METHYLHEPT-6-ENOIC ACID